3-amino-9-ethyl-carbazol NC=1C=CC=2N(C3=CC=CC=C3C2C1)CC